[Hf].[W](=S)=S tungsten disulphide hafnium